1H-pyrrolo[2,3-c]pyridine-3-carbonyl azide N1C=C(C=2C1=CN=CC2)C(=O)N=[N+]=[N-]